CC1=NC2=C(N1C(C)C)SC(=C2C)C2=NC(=NC=C2F)NC2=NC(=CC=C2)N2CCN(CC2)CC 4-(2,6-Dimethyl-3-propan-2-ylthieno[2,3-d]imidazol-5-yl)-N-[6-(4-ethylpiperazin-1-yl)pyridin-2-yl]-5-fluoropyrimidin-2-amine